C(C)(C)OC1=CC=2N(C=C1C(=O)NC=1C=NN3C1N=CC=C3)C=C(N2)[C@]23CO[C@](CC2)(C3)C 7-Isopropoxy-2-((1R,4S)-1-methyl-2-oxabicyclo[2.2.1]heptan-4-yl)-N-(pyrazolo[1,5-a]pyrimidin-3-yl)imidazo[1,2-a]pyridine-6-carboxamide